C(=O)C1=CC=C(OCCCCCC(=O)O)C=C1 6-(4-formylphenoxy)hexanoic acid